NC=1C=2N(C3=CC(=CC=C3N1)C(=O)N1C(CCCC1)C=1C=CC3=C(N=CS3)C1)C=NC2 (4-aminoimidazo[1,5-a]quinoxalin-8-yl)(2-(benzothiazol-5-yl)piperidin-1-yl)methanone